(6-(pyrimidin-2-ylmethyl)spiro[3.3]hept-2-yl)carbamic acid tert-butyl ester C(C)(C)(C)OC(NC1CC2(C1)CC(C2)CC2=NC=CC=N2)=O